3-[5-fluoro-2-[4-[(3S)-3-pyrazin-2-ylisoxazolidine-2-carbonyl]-1-piperidyl]pyrimidin-4-yl]oxazolidin-2-one FC=1C(=NC(=NC1)N1CCC(CC1)C(=O)N1OCC[C@H]1C1=NC=CN=C1)N1C(OCC1)=O